C(CCCCC)N1C(=NC2=C3C=CC=NC3=C3N=CC=CC3=C21)C2=CC=C(C=C2)C=2N(C=1C(=C3C=CC=NC3=C3N=CC=CC13)N2)CCCCCC 1,4-bis(1-hexyl-1H-imidazo[4,5-f][1,10]phenanthroline-2-yl)benzene